F[C@]12CNCC[C@H]1C(NC2)=O (3aS,7aS)-3a-fluorooctahydro-1H-pyrrolo[3,4-c]pyridin-1-one